9-((3S,4R)-3-Fluoropiperidin-4-yl)-7-methyl-2-((7-methylchinolin-6-yl)amino)-7,9-dihydro-8H-purin-8-on F[C@H]1CNCC[C@H]1N1C2=NC(=NC=C2N(C1=O)C)NC=1C=C2C=CC=NC2=CC1C